2-((2R,6S)-4-(3-((5-chloro-4-(6-methyl-1H-indol-3-yl)pyrimidine-2-yl)amino)-5-cyclopropylbenzyl)-2,6-dimethylpiperazine-1-yl)ethane-1-ol ClC=1C(=NC(=NC1)NC=1C=C(CN2C[C@H](N([C@H](C2)C)CCO)C)C=C(C1)C1CC1)C1=CNC2=CC(=CC=C12)C